C1(CCC1)NC(=O)C=1N=C(SC1C)N(C(C(C)OC)=O)C1=CC(=NC(=C1)F)F N-cyclobutyl-2-[(2,6-difluoro-4-pyridyl)-(2-methoxypropanoyl)amino]-5-methyl-thiazole-4-carboxamide